N-[(2E)-3-(2-Methoxyphenyl)-2-propenyl]-1-(7-methylthieno[3,2-d]pyrimidin-4-yl)-4-piperidylamine COC1=C(C=CC=C1)/C=C/CNC1CCN(CC1)C=1C2=C(N=CN1)C(=CS2)C